CC(C(=O)OCC[NH3+])=C [2-(2-methylprop-2-enoyloxy)ethyl]ammonium